(3S)-3-[3-methyl-2-oxo-5-(piperidin-4-yl)-1,3-benzodiazol-1-yl]piperidine-2,6-dione CN1C(N(C2=C1C=C(C=C2)C2CCNCC2)[C@@H]2C(NC(CC2)=O)=O)=O